C(C)(C)(C)OC(N(C)CC=1C=C(C=C(C1)OC=1C=NC(=CC1)Br)C1=CC(=CC(=C1)Cl)Cl)=O.C=1(C(=CC=C2C=CC=CC12)C(=O)[O-])C(=O)[O-].[Li+].[Li+] Lithium naphthalenedicarboxylate tert-Butyl-((5-((6-bromopyridin-3-yl)oxy)-3',5'-dichloro-[1,1'-biphenyl]-3-yl)methyl)(methyl)carbamate